2-[6-chloro-2-(1H-tetrazol-5-yl)-3-pyridyl]isoindoline-1,3-dione ClC1=CC=C(C(=N1)C1=NN=NN1)N1C(C2=CC=CC=C2C1=O)=O